C12CC(CC2CC1)C(=O)O BICYCLO[3.2.0]HEPTANE-3-CARBOXYLIC ACID